E-amino-caproic acid NC(C(=O)O)CCCC